(S)-N-(5-fluoro-2-hydroxybenzylidene)-2-methylpropane-2-sulfinamide FC=1C=CC(=C(C=N[S@@](=O)C(C)(C)C)C1)O